CC(C)CCCCCC(=O)O tert-nonanoic acid